(3-hydroxycyclobutyl)methyl 4-methylbenzenesulfonate CC1=CC=C(C=C1)S(=O)(=O)OCC1CC(C1)O